p-toluoyl-N-benzylamide C=1(C(=CC=CC1)C(=O)C1=CC=C(C[NH-])C=C1)C